1-(2-(3,8-diazabicyclo[3.2.1]oct-8-yl)-7,8-dihydro-1,6-naphthyridin-6(5H)-yl)-2-phenylethan-1-one C12CNCC(CC1)N2C2=NC=1CCN(CC1C=C2)C(CC2=CC=CC=C2)=O